2-chloro-4-(3-methyl-1H-1,2,4-triazol-1-yl)-N-{8-methyl-2-[3-(trifluoromethyl)phenyl]-1,2,3,4-tetrahydropyrido[1,2-b]indazol-2-yl}benzamide ClC1=C(C(=O)NC2(CC3=C4N(N=C3CC2)C=C(C=C4)C)C4=CC(=CC=C4)C(F)(F)F)C=CC(=C1)N1N=C(N=C1)C